ClC=1C=C(C=CC1)[C@H](CC(=O)NC)CCCN1CCCCC1 (S)-3-(3-chlorophenyl)-N-methyl-6-(piperidin-1-yl)hexanamide